NC=1N=C(SC1C(=O)C1=CC(=NO1)OC(F)F)N(C1=CC=C(C=C1)F)C(C(=O)N)C (N-[4-Amino-5-[3-(difluoromethoxy)isoxazol-5-carbonyl]thiazol-2-yl]-4-fluoroanilino)propanamid